C([C@@H]1[C@@H]([C@@H]([C@H]([C@@H](O1)O)O[C@@H]2[C@@H]([C@H]([C@@H]([C@H](O2)CO)O)O)O)O[C@@H]3[C@@H]([C@H]([C@@H]([C@H](O3)CO)O)O)O)O)O The molecule is a trisaccharide that is beta-D-galactopyranose in which the hydroxy groups at positions 2 and 3 have each been converted into the corresponding alpha-D-glucopyranosyl derivative. It derives from an alpha-D-Glcp-(1->2)-beta-D-Galp and an alpha-D-Glcp-(1->3)-beta-D-Galp.